(S)-2-(4-(7-methylpyrazolo[1,5-a]pyridin-2-yl)-6,7-dihydro-1H-imidazo[4,5-c]pyridin-5(4H)-yl)-5-(trifluoromethyl)-1,3,4-oxadiazole CC1=CC=CC=2N1N=C(C2)[C@H]2N(CCC1=C2N=CN1)C=1OC(=NN1)C(F)(F)F